(2-(pyrrolidin-1-yl)ethyl)carbamic acid 1-hydroxyoct-2-yl ester OCC(CCCCCC)OC(NCCN1CCCC1)=O